CC1=NN(C=C1)C=1C=C(C=CC1)[C@H](CC(=O)O)NC(=O)[C@H]1CN(CCC1)CCCC1=NC=2NCCCC2C=C1 (S)-3-(3-(3-methyl-1H-pyrazol-1-yl)phenyl)-3-((R)-1-(3-(5,6,7,8-tetrahydro-1,8-naphthyridin-2-yl)propyl)piperidine-3-carboxamido)propanoic acid